ClC1=NN(C(=C1)C1(CC2CC(CC2C1)C=1N=CN(C1C(=O)NC1=CC(=C(C=C1)F)Cl)C)O)C 4-(5-(3-Chloro-1-methyl-1H-pyrazol-5-yl)-5-hydroxyoctahydropentalen-2-yl)-N-(3-chloro-4-fluorophenyl)-1-methyl-1H-imidazole-5-carboxamide